3-((4-(5-(chlorodifluoromethyl)-1,2,4-oxadiazol-3-yl)phenyl)amino)-4-(oxazol-4-ylamino)cyclobut-3-ene-1,2-dione ClC(C1=NC(=NO1)C1=CC=C(C=C1)NC=1C(C(C1NC=1N=COC1)=O)=O)(F)F